COC=1C=NC=CC1C1=C(C=NC(=C1)C)C(=O)NC=1SC2=C(N1)C(NC2)CC=2C=CC=NC2 3'-Methoxy-6-methyl-N-(5-picolinyl-5,6-dihydro-4H-pyrrolo[3,4-d]thiazol-2-yl)-[4,4'-bipyridine]-3-carboxamide